COC1=CC=C(C=C1)N=NN p-methoxyphenyl-triazene